ONC(=O)C1=CC=C(CN(C(=O)N2CCOCC2)C2=CC(=CC=C2)C(F)(F)F)C=C1 N-(4-(hydroxycarbamoyl)benzyl)-N-(3-(trifluoromethyl)phenyl)morpholine-4-carboxamide